O(C1=CC=CC=C1)C(=O)NC1=CC=C(C(=O)N2CCC(CC2)C(=O)O)C=C1 {4-[(phenoxycarbonyl)amino]benzoyl}piperidine-4-carboxylic acid